5-fluoronaphthalen-2-ol 2,2,2-trifluoroAcetate FC(C(=O)O)(F)F.FC1=C2C=CC(=CC2=CC=C1)O